hydroxypivalyl hydroxypivalate (hydroxypivalyl hydroxypivalate) OC(C(C(=O)O)(C)C)(O)C(C(C)(C)C)=O.OCC(C(=O)OC(C(CO)(C)C)=O)(C)C